COCCOCOC1=C(C=C(C=C1)N1C(C2=CC=C(C=C2CC1)B1OC(C(O1)(C)C)(C)C)=O)[N+](=O)[O-] 2-(4-((2-methoxyethoxy)methoxy)-3-nitrophenyl)-6-(4,4,5,5-tetramethyl-1,3,2-dioxaborolan-2-yl)-3,4-dihydroisoquinolin-1(2H)-one